9-Fluorenylmethyloxycarbonyl-N(s)-isopropyl-N(ε)-Boc-lysine C1=CC=CC=2C3=CC=CC=C3C(C12)COC(=O)N([C@@H](CCCCNC(=O)OC(C)(C)C)C(=O)O)C(C)C